C1=CCCCCCC1 1-Cyclooctene